CC1(NC(CC(C1)NCCCCCCNC1CC(NC(C1)(C)C)(C)C)(C)C)C N,N'-bis-(2,2,6,6-tetramethyl-piperidin-4-yl)-hexane-1,6-diamine